N=1SN=C2C1C=CC=C2S(=O)(=O)N2CC(C(CC2)C(=O)NC=2C=CC1=C(N=CS1)C2)F 1-(benzo[c][1,2,5]thiadiazol-4-ylsulfonyl)-N-(benzo[d]thiazol-5-yl)-3-fluoropiperidine-4-carboxamide